C(C)(=O)NCCCCC(C(=O)NCCC(=O)O)NC(=O)OC(C)(C)C 3-(6-acetamido-2-((tert-butoxycarbonyl)amino)hexanamido)propanoic acid